C1=[NH+]CCC2=CC=CC=C12 3,4-dihydroisoquinolinium